tert-butyl 2-(6-chloro-3-nitropyridin-2-yl)-2-cyanoacetate ClC1=CC=C(C(=N1)C(C(=O)OC(C)(C)C)C#N)[N+](=O)[O-]